2-(2-amino-6-((4-cyanophenyl)amino)-9H-purin-9-yl)-N-(1-ethyl-3-methyl-1H-pyrazol-5-yl)acetamide NC1=NC(=C2N=CN(C2=N1)CC(=O)NC1=CC(=NN1CC)C)NC1=CC=C(C=C1)C#N